3-isopropyl-N8-(2-methoxybenzyl)-N6-(piperidin-4-yl)imidazo[1,2-b]pyridazine-6,8-diamine C(C)(C)C1=CN=C2N1N=C(C=C2NCC2=C(C=CC=C2)OC)NC2CCNCC2